N-[[2-[(oxetan-2-ylmethylamino)methyl]-1H-indol-6-yl]methyl]-4-oxo-pyrido[1,2-a]pyrimidine-2-carboxamide O1C(CC1)CNCC=1NC2=CC(=CC=C2C1)CNC(=O)C=1N=C2N(C(C1)=O)C=CC=C2